Ethyl 2-[[4-[6-[(4-cyano-2-fluoro-phenyl) methoxy]-2-pyridinyl]-2-fluoro-phenyl] methyl]-3-(2,4-dihydroxybutyl)-7-fluoro-benzimidazole-5-carboxylate C(#N)C1=CC(=C(C=C1)COC1=CC=CC(=N1)C1=CC(=C(C=C1)CC=1N(C2=C(N1)C(=CC(=C2)C(=O)OCC)F)CC(CCO)O)F)F